OC1=CC=C(C=C1)C(\C=C/C=1C=C(OCCC(=O)O)C=CC1)=O 3-[3-[(Z)-3-(4-Hydroxyphenyl)-3-oxoprop-1-enyl]phenoxy]propanoic acid